CC1CN(CC(O1)C)C1=NC=C(C=N1)B1OC(C(O1)(C)C)(C)C 2,6-dimethyl-4-(5-(4,4,5,5-tetramethyl-[1,3,2]dioxaborolan-2-yl)pyrimidin-2-yl)morpholine